ClC=1C=C(CNCC(=O)N(C)C)C=C(C1CC1=CC(=C(C=C1)O)C(C)C)Cl 2-((3,5-dichloro-4-(4-hydroxy-3-isopropylbenzyl)benzyl)amino)-N,N-dimethylacetamide